CC1=C(N2C=C(C=C2C=C1C(=O)O)C1=CC(=C(C(=C1)OC)OC)OC)C(C)N1CCOCC1 6-methyl-5-(1-morpholinoethyl)-2-(3,4,5-trimethoxyphenyl)indolizine-7-carboxylic acid